BrCN1C(C=CC2=CC=C(C=C12)Cl)=O (bromomethyl)-7-chloroquinolin-2(1H)-one